NC(CC(=O)NCCP(=O)(OCC)OCC)S(=O)(=O)O amino-3-((2-(diethoxyphosphoryl)ethyl)amino)-3-oxopropane-1-sulfonic acid